OC1=CC(=C(C=C1)C1=C(C(=C(C(=C1C)C)O)C)O)C 4-(4-Hydroxy-2-methylphenyl)-2,5,6-trimethylbenzene-1,3-diol